(R)-10-methyl-3-(6-vinylpyrazin-2-yl)-9,10,11,12-tetrahydro-8H-[1,4]diazepino[5',6':4,5]thieno[3,2-f]quinolin-8-one C[C@H]1NC(C2=C(C=3C=4C=CC(=NC4C=CC3S2)C2=NC(=CN=C2)C=C)NC1)=O